COC1=C(C(=O)NCCC2=CC=C(C=C2)S(=O)(=O)N)C=C(C=C1)Cl 4-[2-(2-methoxy-5-chlorobenzoylamino)ethyl]benzenesulfonamide